2-METHYL-3-(PROPAN-2-YLAMINO)PROPANOIC ACID CC(C(=O)O)CNC(C)C